3,5-difluorobenzene-1-carboximidamide hydrogen chloride Cl.FC=1C=C(C=C(C1)F)C(N)=N